ClC=1C=CC(NC1)=O 5-chloro-1H-pyridin-2-one